1-{6-Cyclopentyl-3,3-dimethyl-1H,2H,3H-pyrrolo[3,2-c]pyridin-1-yl}-2-[(2R,5R)-2-(methoxymethyl)-5-methylpiperazin-1-yl]ethan-1-one, hydrochloride salt Cl.C1(CCCC1)C1=CC2=C(C=N1)C(CN2C(CN2[C@H](CN[C@@H](C2)C)COC)=O)(C)C